CC12OC3(OC(P(C(O1)(C3)C)C3=CC=CC=C3)(C2)C)C 1,3,5,7-tetramethyl-l-6-phenyl-2,4,8-trioxa-6-phosphaadamantane